ClC=1SC2=C(N1)C=CC(=C2)NC2=NN1C(C=CC=C1OC=1C=C(C=CC1)C(C(=O)N)=C)=N2 (3-(2-(2-chlorobenzo[d]thiazol-6-ylamino)-[1,2,4]triazolo[1,5-a]pyridin-5-yloxy)phenyl)acrylamide